2-{1-[(2-Amino-9H-purin-6-yl)amino]ethyl}-6-methyl-3-phenyl-4H-pyrido[1,2-a]pyrimidin-4-one Trifluoroacetic Acid Salt FC(C(=O)O)(F)F.NC1=NC(=C2N=CNC2=N1)NC(C)C=1N=C2N(C(C1C1=CC=CC=C1)=O)C(=CC=C2)C